rac-(3aR,5r,6aS)-5-benzyl-2-(2-(5-(benzyloxy)pyrazin-2-yl)-2-hydroxyethyl)octahydro-cyclopenta[c]pyrrol-5-ol C(C1=CC=CC=C1)C1(C[C@@H]2[C@@H](CN(C2)CC(O)C2=NC=C(N=C2)OCC2=CC=CC=C2)C1)O |r|